diphenylcyclohexadecane-3,16-dione hydrochloride Cl.C1(=CC=CC=C1)C1(CC(CCCCCCCCCCCCC1=O)=O)C1=CC=CC=C1